CC1=CC=2C(C3=CC(=C(C=C3C(C2C=C1C)(C(F)(F)F)C1=CC=CC=C1)C)C)=O 2,3,6,7-tetramethyl-10-phenyl-10-(trifluoromethyl)anthracene-9(10H)-one